N1CC(C1)C1=NN(C(=C1)NCC=1SC(=CC1)Cl)C(=O)C=1N=CSC1 3-(Azetidin-3-yl)-N-[(5-chlorothiophen-2-yl)methyl]-1-(1,3-thiazol-4-carbonyl)-1H-pyrazol-5-amin